ClC1=C(SC(=C1)CN1C(NC2=C1C=CC=C2)=O)CNS(=O)(=O)C N-((3-chloro-5-((2-oxo-2,3-dihydro-1H-benzo[d]imidazol-1-yl)methyl)thiophen-2-yl)methyl)methanesulfonamide